C(C)(C)C1=C(NC2=CC=C(C=C12)C1CCN(CC1)CC(C)(O)C)C=1C=C(C=2N(C1)C=CN2)C 1-(4-(3-isopropyl-2-(8-methylimidazo[1,2-a]pyridin-6-yl)-1H-indol-5-yl)piperidin-1-yl)-2-methylpropan-2-ol